CC=1C(CC(CC1)C(C)C)C(CC)=O 1-[2-methyl-5-(1-methylethyl)-2-cyclohexen-1-yl]-1-propanone